C1(=CCC(=CC1)C(C)C)CO p-mentha-1,4-dien-7-ol